FC1=CC=C(C=C1)C1=CC=NC2=CC=CC=C12 4-(4-fluorophenyl)quinoline